3-(3-but-3-ynyldiazirin-3-yl)-N-[3-[3-[[1-[2-[methyl-[2-(4-methylphenoxy)ethyl]amino]-2-oxo-ethyl]pyrazol-4-yl]amino]-3-oxo-propoxy]-2-pyridyl]propanamide C(CC#C)C1(N=N1)CCC(=O)NC1=NC=CC=C1OCCC(=O)NC=1C=NN(C1)CC(=O)N(CCOC1=CC=C(C=C1)C)C